C(C)[C@H]1[C@H](NC([C@H]1OC)=O)COC1=NC=CC2=CC(=C(C=C12)OC)C(=O)N 1-{[(2s,3s,4s)-3-ethyl-4-methoxy-5-oxopyrrolidin-2-yl]methoxy}-7-methoxyisoquinoline-6-carboxamide